ClC1=CC=C(CC=2C3=C(C=4N(N2)C(=NN4)C(C)C4CCOCC4)N=CC(=C3)N3CCOCC3)C=C1 6-(4-chlorobenzyl)-8-(morpholin-4-yl)-3-[1-(tetrahydro-2H-pyran-4-yl)ethyl]pyrido[2,3-d][1,2,4]triazolo[4,3-b]pyridazine